C(=O)O.CN1CCCCC1 Methyl-piperidine formate